CN1N=CC(=C1)C=1C=C(C=C(C1)C=1C=NN(C1)C)C(C)(C)NC(C1=C(C=CC(=C1)OCCN(C)C)C)=O N-(2-(3,5-bis(1-methyl-1H-pyrazol-4-yl)phenyl)propan-2-yl)-5-(2-(dimethylamino)ethoxy)-2-methylbenzamide